C(CCC)OC(=O)C1C2C3C4C=CC(C3C(C1)C2)C4 9-n-butoxycarbonyl-tetracyclo[6.2.1.13,6.02,7]Dodec-4-ene